C(C=C)(=O)N1[C@@H](CN(C[C@@H]1C)C=1C2=C(N(C(N1)=O)C=1C(=NC=NC1C(C)C)C(C)C)N=C(C(=C2)F)Cl)C 4-(4-acryloyl-cis-3,5-dimethylpiperazin-1-yl)-7-chloro-1-(4,6-diisopropylpyrimidin-5-yl)-6-fluoropyrido[2,3-d]Pyrimidin-2(1H)-one